(3-((5-bromopyrimidin-2-yl)methyl)-1,2,3-oxadiazol-3-ium-5-yl)((3-(trifluoromethyl)phenyl)carbamoyl)amide BrC=1C=NC(=NC1)C[N+]1=NOC(=C1)[N-]C(NC1=CC(=CC=C1)C(F)(F)F)=O